N1(N=CC=C1)C1=CC=C(C=N1)NC(=O)[C@@H]1CC12CCN(CC2)C(=O)OC(C(F)(F)F)C(F)(F)F 1,1,1,3,3,3-hexafluoropropan-2-yl (R)-1-((6-(1H-pyrazol-1-yl)pyridin-3-yl)carbamoyl)-6-azaspiro[2.5]octane-6-carboxylate